FC12CC(C1)(C2)N2C1=NC(=NC=C1N(C2=O)C)NC=2C=C1C=CC=NC1=CC2C 9-(3-fluorobicyclo[1.1.1]pentan-1-yl)-7-methyl-2-((7-methylquinolin-6-yl)amino)-7,9-dihydro-8H-purin-8-one